2-(5-(7,8-dimethyl-[1,2,4]triazolo[1,5-a]pyridin-6-yl)-4-isopropyl-1H-pyrazol-3-yl)-5-(1-(3-ethoxycyclobutyl)piperidin-4-yl)thiazole CC1=C(C=2N(C=C1C1=C(C(=NN1)C=1SC(=CN1)C1CCN(CC1)C1CC(C1)OCC)C(C)C)N=CN2)C